tricyanoiron C(#N)[Fe](C#N)C#N